tert-Butyl-3-[8-amino-7-(7-fluoro-1H-indazol-4-yl)-9-oxo-10H-1,10-phenanthroline-5-yl]azetidine-1-carboxylic acid C(C)(C)(C)C1N(CC1C1=C2C=CC=NC2=C2NC(C(=C(C2=C1)C1=C2C=NNC2=C(C=C1)F)N)=O)C(=O)O